5-(aminomethyl)-2-(2,4-dioxotetrahydropyrimidin-1(2H)-yl)isoindoline-1,3-dione NCC=1C=C2C(N(C(C2=CC1)=O)N1C(NC(CC1)=O)=O)=O